C(C1=CC=CC=C1)C1=CC(=NN1CC1=CC=C(C(=O)NO)C=C1)C1=CC2=C(N(N=N2)C2CC2)C=C1 4-{[5-benzyl-3-(1-cyclopropyl-1H-benzo[d][1,2,3]triazol-5-yl)-1H-pyrazol-1-yl]methyl}-N-hydroxybenzoamide